C(C)C1=CN=C(S1)NC([C@@H](C)C=1C=C(C=CC1)C=1N=C(NC1)NC(C=C)=O)=O (S)-N-(4-(3-(1-((5-ethylthiazol-2-yl)amino)-1-oxopropan-2-yl)phenyl)-1H-imidazol-2-yl)acrylamide